5-(4-methylphenyl)-7-(trifluoromethyl)pyrazolo[1,5-a]pyrimidine CC1=CC=C(C=C1)C1=NC=2N(C(=C1)C(F)(F)F)N=CC2